Ethyl 4-(2-(2H-tetrazol-2-yl)acetamido)-2-(3-(((3R,6R,8aS,9R,10S,12R,12aR)-3,6,9-trimethyldecahydro-12H-3,12-epoxy[1,2]dioxepino[4,3-i]isochromen-10-yl)oxy)propoxy)benzoate N=1N(N=NC1)CC(=O)NC1=CC(=C(C(=O)OCC)C=C1)OCCCO[C@H]1O[C@H]2[C@@]34C([C@@H](CC[C@H]3[C@H]1C)C)CC[C@@](OO4)(O2)C